COCOC1=C(C=CC=C1)C1=CC2=C(N=N1)NC1=C2C(N(CC1)C=1SC(=CN1)C1CCN(CC1)C(=O)OC(C)(C)C)C Tert-butyl 4-(2-(3-(2-(methoxymethoxy)phenyl)-5-methyl-7,8-dihydro-5H-pyrido[3',4':4,5]pyrrolo[2,3-c]pyridazin-6(9H)-yl)thiazol-5-yl)piperidine-1-carboxylate